FC1=CC(=CC2=CN(N=C12)C)NC(=O)N1CCC=2C1=NC=CC2N2CC(C2)CNC(OC(C)(C)C)=O tert-butyl ((1-(1-((7-fluoro-2-methyl-2H-indazol-5-yl)carbamoyl)-2,3-dihydro-1H-pyrrolo[2,3-b]pyridin-4-yl)azetidin-3-yl)methyl)carbamate